(R)-3-(2-isopropylphenyl)-1-((8-methoxy-4,4-dimethylchroman-6-yl)methyl)piperazine C(C)(C)C1=C(C=CC=C1)[C@@H]1CN(CCN1)CC=1C=C2C(CCOC2=C(C1)OC)(C)C